NC=1C2=C(N=CN1)N(C=C2)[C@@H]2O[C@@H]([C@H]([C@H]2O)O)[C@@H]2OCCC1=C(C=CC=C21)Cl (2R,3R,4S,5S)-2-(4-amino-7H-pyrrolo[2,3-d]pyrimidin-7-yl)-5-((R)-5-chloroisochroman-1-yl)tetrahydrofuran-3,4-diol